bis(cyclopentadienyl)bis(2,3,5,6-tetrafluorophenyl)titanium C1(C=CC=C1)[Ti](C1=C(C(=CC(=C1F)F)F)F)(C1=C(C(=CC(=C1F)F)F)F)C1C=CC=C1